N-(2-chloroacetyl)-O-isopropylhomoserinate ClCC(=O)N[C@@H](CCOC(C)C)C(=O)[O-]